O[C@@H]1C[C@H](N(C1)C([C@H](C(C)(C)C)NC(CO)=O)=O)C(=O)NCC1=CC=C(C=C1)C1=C(N=CS1)C (2S,4R)-4-hydroxy-1-[(2S)-2-(2-hydroxyacetamido)-3,3-dimethylbutanoyl]-N-{[4-(4-methyl-1,3-thiazol-5-yl)phenyl]methyl}pyrrolidine-2-carboxamide